C(CCC)OCCCC(=O)N(CCC)CCC 4-butoxy-N,N-dipropylbutanamide